4-(1,3-dimethyl-1H-pyrazol-4-yl)-6-(octahydro-6H-pyrrolo[3,4-b]pyridin-6-yl)pyrimidin-2-amine CN1N=C(C(=C1)C1=NC(=NC(=C1)N1CC2NCCCC2C1)N)C